2-bromo-6-[(propan-2-yl)oxy]benzene-1-sulfonamide BrC1=C(C(=CC=C1)OC(C)C)S(=O)(=O)N